cyanomethyl (S)-2-((tert-butoxycarbonyl)amino)-3-(4-(4-(4-(4-carbamoyloxazol-2-yl)thiazol-2-yl)oxazol-2-yl)thiazol-2-yl)propanoate C(C)(C)(C)OC(=O)N[C@H](C(=O)OCC#N)CC=1SC=C(N1)C=1OC=C(N1)C=1SC=C(N1)C=1OC=C(N1)C(N)=O